(S)-ethyl 3-amino-3-(2,4-difluoro-2',4',5,6'-tetramethylbiphenyl-3-yl)propanoate N[C@@H](CC(=O)OCC)C=1C(=C(C=C(C1F)C)C1=C(C=C(C=C1C)C)C)F